ClC=1C=C(C2=C(C(OC(=N2)C=2N(N=C(C2)C(F)(F)F)C(=C(C)C)C)=O)C1)C 6-chloro-2-[2-(1,2-dimethylprop-1-enyl)-5-(trifluoromethyl)pyrazol-3-yl]-8-methyl-3,1-benzoxazin-4-one